(3aS*,7aS*)-5-benzyl-2-methyloctahydro-1H-pyrrolo[3,4-c]pyridin-1-one C(C1=CC=CC=C1)N1C[C@@H]2[C@H](CC1)C(N(C2)C)=O |o1:9,10|